6-(difluoromethyl)-N-[4-methoxy-5-(1,1,2-trifluoroethoxy)pyrimidin-2-yl]-1H-pyrrolo[2,3-b]pyridine-3-sulfonamide FC(C1=CC=C2C(=N1)NC=C2S(=O)(=O)NC2=NC=C(C(=N2)OC)OC(CF)(F)F)F